(R)-4-(8-methyl-2-(piperazin-1-yl)-7,8-dihydro-1,6-naphthyridin-6(5H)-yl)-2,3-dihydrobenzofuran-7-carbonitrile C[C@@H]1CN(CC=2C=CC(=NC12)N1CCNCC1)C1=CC=C(C2=C1CCO2)C#N